[C@@H]12N(CCN[C@H]2C1)C(=O)OC(C)(C)C |o1:0,5| rel-t-butyl (1R,6S)-2,5-diazabicyclo[4.1.0]heptane-2-carboxylate